(1R,3S)-5-(2-((1R,3aS,7aR,E)-1-((R)-1-((R)-3-(1,1-difluoroethyl)pyrrolidin-1-yl)propan-2-yl)-7a-methyloctahydro-4H-inden-4-ylidene)ethylidene)cyclohexane-1,3-diol FC(C)(F)[C@H]1CN(CC1)C[C@H](C)[C@H]1CC[C@H]2\C(\CCC[C@]12C)=C\C=C1C[C@@H](C[C@@H](C1)O)O